(6-phenyl-4-dibenzothienyl)boronic acid C1(=CC=CC=C1)C1=CC=CC=2C3=C(SC21)C(=CC=C3)B(O)O